5-(2-chlorophenoxy)-3-(pyrimidin-2-ylamino)-4H-benzo[e][1,2,4]thiadiazine 1,1-dioxide ClC1=C(OC2=CC=CC3=C2NC(=NS3(=O)=O)NC3=NC=CC=N3)C=CC=C1